ClC=1C=C(C=C(C1C(F)(F)F)Cl)NS(=O)(=O)C1=C(NC(=C1C(=O)N1CC(CC1)(F)F)C)C N-(3,5-DICHLORO-4-(TRIFLUOROMETHYL)PHENYL)-4-(3,3-DIFLUOROPYRROLIDINE-1-CARBONYL)-2,5-DIMETHYL-1H-PYRROLE-3-SULFONAMIDE